C(C1=CC=CC=C1)C1=CC=C(C=C1)N(C(C(=C)C)=O)C1=CC=C(C=C1)CC1=CC=CC=C1 N,N-bis(4-benzylphenyl)methacrylamide